[Br-].C(C1=CC=CC=C1)[N+]1=CC=C(C=C1)C#N N-benzyl-para-cyanopyridinium bromide